CC(C)CCCCCCOC(=O)C1=CC=CC=C1C(=O)OCCCCCCC(C)C The molecule is the diisononyl ester of benzene-1,2-dicarboxylic acid. It has a role as a plasticiser. It is a phthalate ester and a diester.